(E)-N-(2-(2-(3-cyano-6-(1-methyl-1H-pyrazol-4-yl)pyrazolo[1,5-a]pyridin-4-yl)vinyl)pyridin-4-yl)acrylamide C(#N)C=1C=NN2C1C(=CC(=C2)C=2C=NN(C2)C)/C=C/C2=NC=CC(=C2)NC(C=C)=O